C1(CC1)CCN1[C@H]2[C@@](CCC1)(CCC2)COC=2N=C(C1=C(N2)C(=C(N=C1)C1=CC(=CC2=CC=C(C(=C12)C#C)F)O)F)N1CCOCCC1 4-(2-{[(4aS,7aR)-1-(2-cyclopropylethyl)-octahydro-1H-cyclopenta[b]pyridin-4a-yl]methoxy}-8-fluoro-4-(1,4-oxazepan-4-yl)pyrido[4,3-d]pyrimidin-7-yl)-5-ethynyl-6-fluoronaphthalen-2-ol